OC[C@H]1[C@H](C1)CNC1=NC=C(C(=N1)C1=CNC2=C(C=CC=C12)P(C)(C)=O)C(F)(F)F (3-(2-((((1S,2R)-2-(hydroxymethyl)cyclopropyl)methyl)amino)-5-(trifluoromethyl)pyrimidin-4-yl)-1H-Indol-7-yl)dimethylphosphine oxide